(R) or (S)-2-((R)-1,2-dihydroxypropan-2-yl)-N'-((3-oxo-1,2,3,5,6,7-hexahydro-s-indacen-4-yl)carbamoyl)thiazole-5-sulfonimidamide OC[C@@](C)(O)C=1SC(=CN1)[S@@](=O)(N)=NC(NC1=C2C(CCC2=CC=2CCCC12)=O)=O |o1:10|